C(C)(C)(C)OC(CNCCOCC)=O N-(2-ethoxyethyl)glycine tert-butyl ester